C(CCCCCCCCCCC)OS(=O)(=O)C1=CC=CC=C1.[Na].O water sodium dodecylbenzenesulfonate